N-[(2R)-1-Fluoro-3-hydroxypropan-2-yl]-3-oxo-2-(1,2-thiazol-4-yl)-6-[4-(trifluoromethyl)-phenyl]-2,3-dihydropyridazine-4-carboxamide FC[C@@H](CO)NC(=O)C=1C(N(N=C(C1)C1=CC=C(C=C1)C(F)(F)F)C=1C=NSC1)=O